methyl-5-bromo-6-((1-(tert-butoxycarbonyl)-3-methylpiperidin-4-yl)amino)nicotinic acid CC1=C(C(=O)O)C=C(C(=N1)NC1C(CN(CC1)C(=O)OC(C)(C)C)C)Br